4-[2-[[(1R,2R)-2-aminocyclopentyl]amino]oxazolo[4,5-b]pyridin-5-yl]-3-hydroxy-5-methyl-benzonitrile N[C@H]1[C@@H](CCC1)NC=1OC=2C(=NC(=CC2)C2=C(C=C(C#N)C=C2C)O)N1